tert-butyl 6-(3-oxopropoxy)-2-azaspiro[3.3]heptane-2-carboxylate O=CCCOC1CC2(CN(C2)C(=O)OC(C)(C)C)C1